NC=1SC2=C(C=NC=C2N2[C@@H]3CO[C@](C2)(C3)C(=O)N3[C@H](C2=C(C=C(C=C2CC3)Cl)Cl)C)N1 ((1S,4S)-5-(2-aminothiazolo[4,5-c]pyridin-7-yl)-2-oxa-5-azabicyclo[2.2.1]heptan-1-yl)((S)-6,8-dichloro-1-methyl-3,4-dihydroisoquinolin-2(1H)-yl)methanone